C(CC)(=O)OC[C@H]1O[C@@]([C@@H]([C@@H]1O)O)(C#N)C1=CC=C2C(=NC=NN21)NC([C@H](C(C)C)N)=O ((2R,3S,4R,5R)-5-(4-((S)-2-amino-3-methylbutanamido)pyrrolo[2,1-f][1,2,4]triazin-7-yl)-5-cyano-3,4-dihydroxytetrahydrofuran-2-yl)methyl propionate